N-(4-(3-amino-6-(4-isobutyrylpiperazin-1-yl)-1-methyl-1H-pyrazolo[3,4-b]pyridin-4-yl)phenyl)-4-ethoxy-5'-fluoro-2-oxo-2H-[1,2'-bipyridine]-3-carboxamide NC1=NN(C2=NC(=CC(=C21)C2=CC=C(C=C2)NC(=O)C=2C(N(C=CC2OCC)C2=NC=C(C=C2)F)=O)N2CCN(CC2)C(C(C)C)=O)C